FC(C(=O)OCC1CCC(CC1)N1N=C2C=CC(=CC2=C1)NC(=O)N1C=CC=2C1=NC=C(C2)C#N)(F)F [4-[5-[(5-Cyanopyrrolo[2,3-b]pyridine-1-carbonyl)amino]indazol-2-yl]cyclohexyl]methyl 2,2,2-trifluoroacetate